2,3,4,6-tetra-O-acetyl-alpha-D-galactopyranose C(C)(=O)O[C@H]1[C@@H](O)O[C@@H]([C@@H]([C@@H]1OC(C)=O)OC(C)=O)COC(C)=O